BrC1=C(C=CC=C1)C1=C(C(=CC(=C1)CCCCCCCC)C12CC3CC(CC(C1)C3)C2)OCOC 1-(2'-bromo-2-(methoxymethoxy)-5-octyl-[1,1'-biphenyl]-3-yl)adamantane